COC(=O)C=1C=2N(C=CC1C=1C=NN(C1C)CC13CC4CC(CC(C1)C4)C3)C=CN2 7-(1-(adamantan-1-ylmethyl)-5-methyl-1H-pyrazol-4-yl)imidazo[1,2-a]pyridine-8-carboxylic acid methyl ester